3-methyl-1,5,2,4-dioxadithiepane CC1SOCCOS1